ClC1=NC=2N([C@H](C(N(C2C=N1)CC)=O)CCO)CC (7S)-2-chloro-5,8-diethyl-7-(2-hydroxyethyl)-7,8-dihydropteridin-6(5H)-one